N-(4-(4-amino-7-methyl-5-(2-oxo-4-(pyrrolidine-1-carbonyl)pyridin-1(2H)-yl)-7H-pyrrolo[2,3-d]pyrimidin-6-yl)phenyl)methacrylamide NC=1C2=C(N=CN1)N(C(=C2N2C(C=C(C=C2)C(=O)N2CCCC2)=O)C2=CC=C(C=C2)NC(C(=C)C)=O)C